C(C)(=O)C1=CC2=C(C=C(O2)C(=O)N)C=C1 6-acetyl-1-benzofuran-2-carboxamide